tert-butyl ((4-(methoxymethyl)-4-methylcyclohexyl)methyl)(methyl)carbamate COCC1(CCC(CC1)CN(C(OC(C)(C)C)=O)C)C